1-[rel-(3S)-3-[7-(2-hydroxy-4,6-dimethyl-phenyl)-1,8-naphthyridin-2-yl]pyrrolidin-1-yl]ethanone OC1=C(C(=CC(=C1)C)C)C1=CC=C2C=CC(=NC2=N1)[C@@H]1CN(CC1)C(C)=O |o1:19|